BrC1=CC=C(C=N1)CN1CCN(CC1)CC 1-[(6-bromo-3-pyridyl)methyl]-4-ethyl-piperazine